benzyl (6S,9S)-6,9-bis(4-azidobutyl)-2,2-dimethyl-4,7,10-trioxo-3,14,17,20,23-pentaoxa-5,8,11-triazahexacosan-26-oate N(=[N+]=[N-])CCCC[C@H](NC(OC(C)(C)C)=O)C(N[C@H](C(NCCOCCOCCOCCOCCC(=O)OCC1=CC=CC=C1)=O)CCCCN=[N+]=[N-])=O